[C@@H]12C(=CC[C@@H](C1(C)C)C2)C (+)-α-pinene